6-bromo-2-(6-(trifluoromethyl)pyridin-2-yl)-1H-imidazo[4,5-b]pyrazine BrC1=CN=C2C(=N1)NC(=N2)C2=NC(=CC=C2)C(F)(F)F